C(C)NC(=O)C=1C(=C2C3C(C(OC2=CC1CCCCC)(C)C)CCC(=C3)C)O N-ethyl-1-hydroxy-6,6,9-trimethyl-3-pentyl-6a,7,8,10a-tetrahydro-6H-benzo[c]chromene-2-carboxamide